N-(2-fluoro-2-methyl-1-propylcarbonyl)-S-acetylcysteine FC(CC(=O)N[C@@H](CSC(C)=O)C(=O)O)(C)C